3-(4-fluorophenyl)-1-methyl-4-(phenylsulfonamido)-N-propyl-1H-pyrazole-5-carboxamide FC1=CC=C(C=C1)C1=NN(C(=C1NS(=O)(=O)C1=CC=CC=C1)C(=O)NCCC)C